FC(C1=NN(C=C1NC(=O)C=1C=NN2C1N=C(C=C2)N2CCOCC2)C2CCN(CC2)CC=2C=NC=C(C2)C2C(NC(CC2)=O)=O)F N-(3-(difluoromethyl)-1-(1-((5-(2,6-dioxopiperidin-3-yl)pyridin-3-yl)methyl)piperidin-4-yl)-1H-pyrazol-4-yl)-5-morpholinopyrazolo[1,5-a]pyrimidine-3-carboxamide